C(C)(C)(C)[C@@H]1NC[C@H](CC1)C |r| rac-(2R,5S)-2-tert-Butyl-5-methyl-piperidine